C(C)(C)(C)OC(=O)C1=CC=C(C=C1)[C@@H]1CCN(CC[C@H]1CO)C(=O)OC(C)(C)C tert-butyl (4R,5R)-4-(4-(tert-butoxycarbonyl)phenyl)-5-(hydroxymethyl)azepane-1-carboxylate